(S)-6-(2-chloro-5-fluoropyrimidin-4-yl)-8-fluoro-2,3-dimethyl-3,4-dihydro-5-oxa-1,2a-diazaacenaphthylene ClC1=NC=C(C(=N1)C1=C2OC[C@@H](N3C(=NC(C(=C1)F)=C32)C)C)F